C(OC1(CC(C1)C1=CC(=NC=C1)C#N)C1=NC(=CC=C1)N1C[C@@H](O[C@@H](C1)C)C)(=S)SC O-(3-(2-cyanopyridin-4-yl)-1-(6-((2S,6R)-2,6-dimethylmorpholino)pyridin-2-yl)cyclobutyl) S-methyl carbonodithioate